N[C@@]1(C([C@@H](CC1)NC=1C=2N(N=CC1C(N)=NC1=C(C=C(C(=C1)F)O)Cl)C=C(C2)Br)(C)C)C 4-(((1R,3S)-3-amino-2,2,3-trimethylcyclopentyl)amino)-6-bromo-N'-(2-chloro-5-fluoro-4-hydroxyphenyl)pyrrolo[1,2-b]pyridazine-3-carboximidamide